(4-(Methyl((1r,4r)-4-((N-methylsulfamoyl)methyl)cyclohexyl)amino)-7H-pyrrolo[2,3-d]pyrimidin-7-yl)methyl 5-((3R)-1-oxido-1,2-dithiolan-3-yl)pentanoate O=S1S[C@@H](CC1)CCCCC(=O)OCN1C=CC2=C1N=CN=C2N(C2CCC(CC2)CS(NC)(=O)=O)C